BrC=1C=NC=2N(C1)N=C(C2Cl)C(=O)N2C[C@H]([C@@]1(CC2)NCC2=CC=CC=C2C1)O (6-bromo-3-chloropyrazolo[1,5-a]pyrimidin-2-yl)[(3R,3'R)-3'-hydroxy-1,4-dihydro-1'H,2H-spiro[isoquinoline-3,4'-piperidin]-1'-yl]methanone